2,2,3-trichlorobutyraldehyde ClC(C=O)(C(C)Cl)Cl